OCCC\C(=C(/C(=O)O)\CCCO)\C(=O)O.C(\C=C\C(=O)OCCCO)(=O)OCCCO bis(hydroxypropyl) fumarate (bis(hydroxypropyl) fumarate)